3-aminophthalic acid monosodium salt [Na+].NC1=C(C(C(=O)[O-])=CC=C1)C(=O)O